Cl.C1OC[C@H]2[C@H]3CC[C@@H]([C@@H]12)N3 |r| racemic-(3aR,4R,7S,7aS)-octahydro-4,7-epiminoisobenzofuran hydrochloride